[Br-].CC=1C=C(NC1C)N1N([NH2+]C(=N1)C1=CC=CC=C1)C1=CC=CC=C1 3-[4,5-dimethylazol-2-yl]-2,5-diphenyl-tetrazolium bromide